C1(=CC=CC=C1)C1=NC(=NC(=N1)C1=CC=CC=C1)C1=CC=C(C=C1)C1=CC=C(C2=CC=CC=C12)B1OC(C(O1)(C)C)(C)C 2,4-diphenyl-6-(4-(4-(4,4,5,5-tetramethyl-1,3,2-dioxaborolan-2-yl)naphthalen-1-yl)phenyl)-1,3,5-triazine